NC1=C(C=CC=C1)NC(C1=CC=C(C=C1)OC=1C=C(C=C2C(=NC=NC12)C)C=1C=NC(=CC1)OC)=O N-(2-aminophenyl)-4-((6-(6-methoxypyridin-3-yl)-4-methylquinazolin-8-yl)oxy)benzamide